FC1(CN(C1)C(=O)C=1N=C2N(N1)[C@@H](CC2)C2=C(C=CC=C2)F)F (3,3-Difluoroazetidin-1-yl)-[(5S)-5-(2-fluorophenyl)-6,7-dihydro-5H-pyrrolo[1,2-b][1,2,4]triazol-2-yl]methanone